5-[(2-[3-[4-(5-Chloropyridin-2-yl)piperazin-1-yl]-3-oxopropoxy]ethyl)amino]-4-(trifluoromethyl)-2,3-dihydropyridazin-3-one ClC=1C=CC(=NC1)N1CCN(CC1)C(CCOCCNC1=C(C(NN=C1)=O)C(F)(F)F)=O